N(=[N+]=[N-])C[C@H](C1=CC(=CC=C1)Cl)NC(C(C)N1C(C2=C(CC1)SC(=C2)C2=NC(=NC=C2Cl)NC2CCOCC2)=O)=O N-((S)-2-Azido-1-(3-chlorophenyl)ethyl)-2-(2-(5-chloro-2-((tetrahydro-2H-pyran-4-yl)amino)pyrimidin-4-yl)-4-oxo-6,7-dihydrothieno[3,2-c]pyridin-5(4H)-yl)propionamide